2-(6-methoxynaphthalen-2-yl)propionamide COC=1C=C2C=CC(=CC2=CC1)C(C(=O)N)C